BrC=1C(=C(C=2N(C1)C=C(N2)C)F)OC 6-bromo-8-fluoro-7-methoxy-2-methylimidazo[1,2-a]pyridine